3-benzyl-1-(trans-4-((5-cyano-4-(3-(hydroxymethyl)azetidin-1-yl)pyrimidin-2-yl)amino)-cyclohexyl)-1-(5-(1-methyl-1H-pyrazol-4-yl)pyridin-2-yl)urea C(C1=CC=CC=C1)NC(N(C1=NC=C(C=C1)C=1C=NN(C1)C)[C@@H]1CC[C@H](CC1)NC1=NC=C(C(=N1)N1CC(C1)CO)C#N)=O